[4-(2-cyclohexylethyl)piperazin-1-yl]-(4-methoxy-phenyl)methanone C1(CCCCC1)CCN1CCN(CC1)C(=O)C1=CC=C(C=C1)OC